COC1=CC=C(C=C1)CC(=O)NC1=CC=C(C=C1)C1=NNC(=C1C(=O)N)NC1=NC=CN=C1 3-(4-(2-(4-methoxyphenyl)acetamido)phenyl)-5-(pyrazin-2-ylamino)-1H-pyrazole-4-carboxamide